1-({[(1R)-1-(4-Acetyl-3,5-diethoxyphenyl)ethyl](4-phenylbutyl)carbamoyl}amino)-3-methoxycyclobutane-1-carboxylic acid C(C)(=O)C1=C(C=C(C=C1OCC)[C@@H](C)N(C(=O)NC1(CC(C1)OC)C(=O)O)CCCCC1=CC=CC=C1)OCC